C(C)NC(NC1=NC=C(C(=C1)CN1CCN(CC1)C=1C=CC(=NC1C)C(=O)NC)C(F)(F)F)=O 5-(4-((2-(3-ethylureido)-5-(trifluoromethyl)pyridin-4-yl)methyl)piperazin-1-yl)-N,6-dimethylpicolinamide